CNC1=C(N=C(O1)C1=CC=CC2=CC=CC=C12)C#N 5-(methylamino)-2-(1-naphthyl)-4-oxazolecarbonitrile